NC1=NC=2C=C(C(=CC2C2=C1C=NN2C)C(=O)N(CC=2N=NC(=CC2)C(F)(F)F)C2CC2)Cl 4-amino-7-chloro-N-cyclopropyl-1-methyl-N-((6-(trifluoromethyl)-3-pyridazinyl)methyl)-1H-pyrazolo[4,3-c]quinoline-8-carboxamide